heptyl-carbamic acid 1-methyl-1,2,3,4-tetrahydro-quinolin-6-yl ester CN1CCCC2=CC(=CC=C12)OC(NCCCCCCC)=O